[(3S)-1-methylpyrrolidin-3-yl] 4-[[4-[[2-(6-methyl-2-pyridyl)pyrimidin-4-yl]amino]pyrimidin-2-yl]amino]thiophene-2-carboxylate CC1=CC=CC(=N1)C1=NC=CC(=N1)NC1=NC(=NC=C1)NC=1C=C(SC1)C(=O)O[C@@H]1CN(CC1)C